tert-butyl((1S,4R)-4-(2-((1S,5R)-3-(8-cyanoquinolin-5-yl)-5-(trifluoromethyl)-3-azabicyclo-[3.1.0]hexane-1-carbonyl)hydrazine-1-carbonyl)cyclohexyl)carbamate C(C)(C)(C)OC(NC1CCC(CC1)C(=O)NNC(=O)[C@@]12CN(C[C@]2(C1)C(F)(F)F)C1=C2C=CC=NC2=C(C=C1)C#N)=O